C(#N)C=1C(=NC=CC1)N1N(CC(C1)C)C(=O)OC(C)(C)C tert-butyl 2-(3-cyanopyridin-2-yl)-4-methylpyrazolidine-1-carboxylate